2-(4-chloro-2-methoxy-benzoyl)thiophene-3-carboxylic acid ClC1=CC(=C(C(=O)C=2SC=CC2C(=O)O)C=C1)OC